(5-methyl-1,2,4-oxadiazol-3-yl)-N-(3',4',5'-trifluoro-[1,1'-biphenyl]-2-yl)benzamide CC1=NC(=NO1)C1=C(C(=O)NC2=C(C=CC=C2)C2=CC(=C(C(=C2)F)F)F)C=CC=C1